5-amino-2-chloro-3-picoline NC=1C=C(C(=NC1)Cl)C